C(C)(C)(C)OC(=O)N1CCC2(CCCN2CC2=CC3=C(S2)C=C(C=C3)C(F)(F)F)CC1 1-((6-(trifluoromethyl)benzo[b]thiophen-2-yl)methyl)-1,8-diazaspiro[4.5]decane-8-carboxylic acid tert-butyl ester